2-(6-Chloropyrimidin-4-yl)acetonitrile ClC1=CC(=NC=N1)CC#N